ClC=1C=C(C=CC1)C1(CC1)C(=O)NC=1C=CC(=C(C(=O)OC)C1)C=1C=NC(=CC1)OCC Methyl 5-({[1-(3-chlorophenyl) cyclopropyl] carbonyl}amino)-2-(6-ethoxypyridin-3-yl)benzoate